C1=CC=C(C=2SC3=C(C21)C=CC=C3)C=3C=C(C=CC3)C3=CC(=CC=C3)B(O)O 3'-(dibenzothiophen-4-yl)-3-biphenylboronic acid